C(C)(C)(C)OC(=O)N1CCC(=CC1)C1=CN(C2=NC=C(N=C21)C2=CCC1(OCCO1)CC2)COCC[Si](C)(C)C.NC2=CC=C(C=N2)C2=CC=C(C=C2)C=2C=NC(=CC2)N 1,4-bis(6-amino-3-pyridyl)benzene tert-butyl-4-[2-(1,4-dioxaspiro[4.5]dec-7-en-8-yl)-5-(2-trimethylsilylethoxymethyl)pyrrolo[2,3-b]pyrazin-7-yl]-3,6-dihydro-2H-pyridine-1-carboxylate